OC1=C(C=CC=C1)N1C(NC(=CC1)C1=C(C=CC=C1)[N+](=O)[O-])=O 1-[2-hydroxyphenyl]-4-[2-nitrophenyl]-1,2,3,6-tetrahydropyrimidin-2-one